(2'-amino-2-fluorobiphenyl-4-yl)-3,6-dihydro-2H-1,3,4-oxadiazin-2-one NC1=C(C=CC=C1)C1=C(C=C(C=C1)N1C(OCC=N1)=O)F